C(C#CC)(=O)N butan-2-ynamide